F[C@H]1CN(CC[C@H]1NC1=CC=CN2C(=C(C=C12)C#CCNC1=C(C=C(C(=O)NC[C@](C)([2H])O)C=C1)OC)SC(F)(F)F)C |o1:29| 4-{[3-(8-{[(3S,4R)-3-fluoro-1-methylpiperidin-4-yl]amino}-3-[(trifluoromethyl)sulfanyl]indolizin-2-yl)prop-2-yn-1-yl]amino}-N-[(2R*)-2-hydroxy(2-2H)propyl]-3-methoxybenzamide